(R)-1-((R)-3-amino-1-(4-((6-amino-9H-purin-9-yl)methyl)-5'-fluoro-[2,2'-bipyridin]-5-yl)piperidin-3-yl)-2,2-difluoroethan-1-ol N[C@]1(CN(CCC1)C=1C(=CC(=NC1)C1=NC=C(C=C1)F)CN1C2=NC=NC(=C2N=C1)N)[C@H](C(F)F)O